2,5-dichloro-N-(2,4-difluoro-3-((2-(tetrahydrofuran-3-ylamino)pyrimidin-5-yl)ethynyl)phenyl)benzenesulfonamide TFA salt OC(=O)C(F)(F)F.ClC1=C(C=C(C=C1)Cl)S(=O)(=O)NC1=C(C(=C(C=C1)F)C#CC=1C=NC(=NC1)NC1COCC1)F